Cl.ClC=1C=C(C=C(C1C(F)(F)F)Cl)N 3,5-dichloro-4-(trifluoromethyl)benzenamine hydrochloride